NC1=NC=C(C2=C1C(=NN2CC)C2=CC(=C(C=C2)NS(=O)(=O)C=2C=CC(=C(C)C2)F)F)C2=CC[C@@H](CC2)NC2COC2 N-(4-(4-amino-1-ethyl-7-(4(R)-(oxetan-3-ylamino)cyclohex-1-en-1-yl)-1H-pyrazolo[4,3-c]pyridin-3-yl)-2-fluorophenyl)-2-fluoro-5-toluenesulfonamide